isoindol-2-yl-piperidine-2,6-dione C=1N(C=C2C=CC=CC12)N1C(CCCC1=O)=O